CN(CC#CC(=O)NC1=C(C=C(C(=C1)NC1=NC=CC(=N1)C1=NC(=C2N1C=CC=C2)C)OC)N(CCNC)C)C 4-(dimethylamino)-N-(4-methoxy-2-(methyl(2-(methylamino)ethyl)amino)-5-((4-(1-methyl-imidazo[1,5-a]pyridin-3-yl)pyrimidin-2-yl)amino)phenyl)but-2-ynamide